ClC1=C(C(=O)P(C2=CC=C(C=C2)CCCCCCCC)(C(C2=C(C=CC=C2Cl)Cl)=O)=O)C(=CC=C1)Cl bis-(2,6-dichlorobenzoyl)-4-octylphenylphosphine oxide